O.[Ru+2] ruthenium (II) hydrate